N-(4-cyano-2-fluoro-phenyl)-4-[(2-fluorophenyl)methyl]-1H-pyrrole-3-sulfonamide C(#N)C1=CC(=C(C=C1)NS(=O)(=O)C1=CNC=C1CC1=C(C=CC=C1)F)F